C(C)C1=C2C(CCOC2=CC(=C1)O[C@@H](C1=CC=C(C(=O)N)C=C1)C1=CC=NC=C1)=O (S)-4-(((5-ethyl-4-oxochroman-7-yl)oxy)(pyridin-4-yl)methyl)benzamide